4-[3-(7-Bromo-5-chloro-1,2-dimethylbenzimidazole-4-carbonyl)-2,4-dihydro-1,3-benzoxazin-8-yl]-5-fluoro-2-(3-oxa-8-azabicyclo[3.2.1]oct-8-yl)benzoic acid methyl ester COC(C1=C(C=C(C(=C1)F)C1=CC=CC=2CN(COC21)C(=O)C2=C(C=C(C=1N(C(=NC12)C)C)Br)Cl)N1C2COCC1CC2)=O